2-trans-dodecanal C(CCCCCCCCCCC)=O